CC=1OC(=CN1)C1=NC(=NC=C1C(F)(F)F)NC1CCN(CC1)S(=O)(=O)C 4-(2-methyl-1,3-oxazol-5-yl)-N-(1-methylsulfonylpiperidin-4-yl)-5-(trifluoromethyl)pyrimidin-2-amine